6-((3-methoxy-4-((6-methylpyridin-3-yl)methoxy)phenyl)amino)-3-(tetrahydro-2H-pyran-4-yl)quinoxaline-5-carbonitrile COC=1C=C(C=CC1OCC=1C=NC(=CC1)C)NC1=C(C=2N=C(C=NC2C=C1)C1CCOCC1)C#N